3-(((tert-butyldiphenylsilyl)oxy)methyl)-4-(9-ethyl-2-(3-(1-methyl-1H-pyrazol-3-yl)phenyl)-8-(pyridin-4-yl)-9H-purin-6-yl)morpholine [Si](C1=CC=CC=C1)(C1=CC=CC=C1)(C(C)(C)C)OCC1N(CCOC1)C1=C2N=C(N(C2=NC(=N1)C1=CC(=CC=C1)C1=NN(C=C1)C)CC)C1=CC=NC=C1